3-phenyl-1-(4-bromophenyl)-3,4-dihydro-1H-benzopyrano[4,3-d]pyrimidine C1(=CC=CC=C1)N1CN(C2=C(C1)COC1=C2C=CC=C1)C1=CC=C(C=C1)Br